gluconic acid, sodium salt [Na+].O=C([C@H](O)[C@@H](O)[C@H](O)[C@H](O)CO)[O-]